tert-butyl (2-((((3-chlorobenzyl)amino)(cyanamido)(methylthio)methyl)amino)pyridin-4-yl)((6-cyclopropylimidazo[1,2-a]pyridin-2-yl)methyl)carbamate ClC=1C=C(CNC(SC)(NC#N)NC2=NC=CC(=C2)N(C(OC(C)(C)C)=O)CC=2N=C3N(C=C(C=C3)C3CC3)C2)C=CC1